BrC1=CC(=C(C=C1)N1N=C(C=C1O)C(F)(F)F)OC 2-(4-bromo-2-methoxyphenyl)-5-(trifluoromethyl)pyrazol-3-ol